CC1(N2CCOC3=C(SC(C(N1)=O)=C32)C=3C=NNC3C)C 6,6-dimethyl-2-(5-methyl-1H-pyrazol-4-yl)-4,5,6,7-tetrahydro-8H-3-oxa-1-thia-5a,7-diazaacenaphthylen-8-one